FC1(C(N(C2=C(O1)C=C(C(=C2F)C2=C(C(=C(C(=C2F)F)F)F)F)F)[C@H](C(=O)O)C)=O)F (S)-2-(2,2,5,7-tetrafluoro-3-oxo-6-(perfluorophenyl)-2,3-dihydro-4H-benzo[b][1,4]oxazin-4-yl)propionic acid